ClC=1C=C(C=C(C1)NS(=O)(=O)C)NC(=O)C=1SC(=C(C1)C1=NC=C(C=C1)N1CCN(CC1)C(=O)C1CC1)C N-(3-chloro-5-methanesulfonamidophenyl)-4-[5-(4-cyclopropanecarbonylpiperazin-1-yl)pyridin-2-yl]-5-methylthiophene-2-carboxamide